((4-methoxy-3,5-dimethylpyridin-2-yl)methyl)-(4-oxo-2-phenyl-4H-chromen-6-yl)carbamic acid tert-butyl ester C(C)(C)(C)OC(N(C=1C=C2C(C=C(OC2=CC1)C1=CC=CC=C1)=O)CC1=NC=C(C(=C1C)OC)C)=O